4-bromo-2-chloro-3-(ethylcarbamoyl)benzoic acid methyl ester COC(C1=C(C(=C(C=C1)Br)C(NCC)=O)Cl)=O